C1(CC1)C=1C(=NON1)C(=O)N[C@@H](C1CCC(CC1)F)C=1OC2=C(N1)C=C(C=C2)[C@@H](COC)N2C(NCC(C2)(F)F)=O 4-Cyclopropyl-N-((S)-(5-((S)-1-(5,5-difluoro-2-oxotetrahydropyrimidin-1(2H)-yl)-2-methoxyethyl)benzo[d]oxazol-2-yl)((1r,4S)-4-fluorocyclohexyl)methyl)-1,2,5-oxadiazole-3-carboxamide